COC1=C(C(=CC(=C1)C)C)C=1N=CC2=C(N1)N=C(S2)[C@H]2CN(CCC2)C |r| 5-(2-methoxy-4,6-dimethyl-phenyl)-2-[rac-(3R)-1-methyl-3-piperidyl]thiazolo[4,5-d]pyrimidine